N-[(6-Amino-2-pyridyl)sulfonyl]-6-[6-(1-ethylpropoxy)-3-pyridyl]-2-(2,2,4-trimethylpyrrolidin-1-yl)pyridin-3-carboxamid NC1=CC=CC(=N1)S(=O)(=O)NC(=O)C=1C(=NC(=CC1)C=1C=NC(=CC1)OC(CC)CC)N1C(CC(C1)C)(C)C